4'-((dimethylamino)methyl)-4,7-dimethylspiro[benzo[d][1,3]dioxole-2,1'-cyclohexane]-5-carboxylic acid CN(C)CC1CCC2(CC1)OC1=C(O2)C(=CC(=C1C)C(=O)O)C